trans-methyl 3-(1-bromo-8-chloroimidazo[1,5-a]pyrazin-3-yl)-1-isopropyl-3-methylcyclopentanecarboxylate BrC=1N=C(N2C1C(=NC=C2)Cl)[C@@]2(C[C@](CC2)(C(=O)OC)C(C)C)C